3-(4-(5-(trifluoromethyl)pyrimidin-2-yl)piperazine-1-carbonyl)-1H-pyrrole FC(C=1C=NC(=NC1)N1CCN(CC1)C(=O)C1=CNC=C1)(F)F